3-bromo-5-(3-fluorophenoxy)-1-methyl-1H-1,2,4-triazole BrC1=NN(C(=N1)OC1=CC(=CC=C1)F)C